FC(C1=CN=C(N=N1)N[C@@H]1C[C@H](CC1)NC(OC(C)(C)C)=O)(F)F tert-butyl ((1S,3S)-3-((6-(trifluoromethyl)-1,2,4-triazin-3-yl)amino)cyclopentyl)carbamate